N-(1-oxo-3,4-dihydro-2H-isoquinolin-6-yl)pyridine-4-carboxamide O=C1NCCC2=CC(=CC=C12)NC(=O)C1=CC=NC=C1